5-(5-(2-fluoroethyl)-4,5,6,7-tetrahydrothieno[3,2-c]pyridin-2-yl)-2-hydroxy-3-methoxybenzaldehyde FCCN1CC2=C(CC1)SC(=C2)C=2C=C(C(=C(C=O)C2)O)OC